COC1=C(C=C)C(=CC(=C1)O)OC 2,6-dimethoxy-4-hydroxystyrene